(4-(benzo[d]oxazol-7-yloxy)-2-chlorophenyl)(4-(((3R,6S)-6-(hydroxymethyl)tetrahydro-2H-pyran-3-yl)amino)-7H-pyrrolo[2,3-d]pyrimidin-5-yl)methanone O1C=NC2=C1C(=CC=C2)OC2=CC(=C(C=C2)C(=O)C2=CNC=1N=CN=C(C12)N[C@H]1CO[C@@H](CC1)CO)Cl